CN(C(=O)OC1=C2C(=C3CN(C(C3=C1)=O)[C@H](C(=O)O)CCCN1C(C3=CC(=C4C(=C3C1)O[C@@]([C@H](C4)O)(CC\C=C(\CCC=C(C)C)/C)C)OC(N(C)C)=O)=O)O[C@]([C@H](C2)O)(C)CC\C=C(\CCC=C(C)C)/C)C (S)-2,5-bis((2R,3S)-5-((dimethylcarbamoyl)oxy)-2-((E)-4,8-dimethylnona-3,7-dien-1-yl)-3-hydroxy-2-methyl-7-oxo-3,4,7,9-tetrahydropyrano[2,3-E]isoindol-8(2H)-yl)pentanoic acid